C(#N)C=1C=NC(C(C(=O)N)C1)(OC)C1=CC=C(C=C1)N1C(CNCC1)CC1=CC(=CC=C1)C#N 5-cyano-2-(4-(3-cyanobenzylpiperazin-1-yl)phenyl)-2-methoxynicotinamide